2-(3-chloro-2-methoxyphenyl)propan-2-ol ClC=1C(=C(C=CC1)C(C)(C)O)OC